(R)-6-methyl-2-((R)-4-methylcyclohex-3-enyl)hept-5-en-2-ol CC(=CCC[C@@](C)(O)[C@H]1CC=C(CC1)C)C